(R,E)-4-(dimethyl-amino)-N-(5-((6-(3-(3'-fluoro-[1,1'-biphenyl]-3-yl)-isoxazolidin-2-yl)-pyrimidin-4-yl)-amino)-4-methoxy-2-(4-methylpiperazin-1-yl)phenyl)-but-2-enamide CN(C/C=C/C(=O)NC1=C(C=C(C(=C1)NC1=NC=NC(=C1)N1OCC[C@@H]1C=1C=C(C=CC1)C1=CC(=CC=C1)F)OC)N1CCN(CC1)C)C